(S)-6-(6-chloro-4-(1-((methyl-d3)sulfonyl)piperazin-2-yl)pyridin-2-yl)-N-(methyl-d3)-pyrimidine-4-carboxamide ClC1=CC(=CC(=N1)C1=CC(=NC=N1)C(=O)NC([2H])([2H])[2H])[C@@H]1N(CCNC1)S(=O)(=O)C([2H])([2H])[2H]